C(C)NCC1=CC=C(C=C1)C1=CC(=CC=C1)S(=O)(=O)N1CCC2(CC(CO2)NC[C@@H](COC2=CC(=CC=C2)S(=O)(=O)C)O)CC1 (2S)-1-(8-(4'-((ethylamino)methyl)biphenyl-3-ylsulfonyl)-1-oxa-8-azaspiro[4.5]decan-3-ylamino)-3-(3-(methylsulfonyl)phenoxy)propan-2-ol